allyl (((9H-fluoren-9-yl)methoxy)carbonyl)-L-serinate C1=CC=CC=2C3=CC=CC=C3C(C12)COC(=O)N[C@@H](CO)C(=O)OCC=C